2-methoxy-6-pentanoylbenzoic acid COC1=C(C(=O)O)C(=CC=C1)C(CCCC)=O